6'-fluoro-N-(isoxazol-4-ylmethyl)-4'-oxo-3',4'-dihydro-1'H-spiro[piperidine-4,2'-quinoline]-1-carboxamide FC=1C=C2C(CC3(NC2=CC1)CCN(CC3)C(=O)NCC=3C=NOC3)=O